The molecule is a monoterpenoid that is 6,6-dimethylbicyclo[3.1.1]hept-2-ene substituted by a carboxy group at position 2. It has a role as a human xenobiotic metabolite, a human urinary metabolite and a plant metabolite. It is a monoterpenoid, an alpha,beta-unsaturated monocarboxylic acid and a bridged compound. It derives from an alpha-pinene. CC1(C2CC=C(C1C2)C(=O)O)C